BrC=1C=C2C(=NN(C2=CC1)CC1CCC1)C(=O)OC methyl 5-bromo-1-(cyclobutylmethyl)-1H-indazole-3-carboxylate